4'-((2-butyl-8-(3-fluoropropanoyl)-4-oxo-1,3,8-triazaspiro[4.5]dec-1-en-3-yl)methyl)-N-(4,5-dimethylisoxazol-3-yl)-2'-(ethoxymethyl)-N-(methoxymethyl)-[1,1'-biphenyl]-2-sulfonamide C(CCC)C1=NC2(C(N1CC1=CC(=C(C=C1)C=1C(=CC=CC1)S(=O)(=O)N(COC)C1=NOC(=C1C)C)COCC)=O)CCN(CC2)C(CCF)=O